2-(2-nitro-4-fluoromethylbenzoyl)-1,3-cyclohexanedione [N+](=O)([O-])C1=C(C(=O)C2C(CCCC2=O)=O)C=CC(=C1)CF